3-(tert-butylamino)propylmethacrylamide C(C)(C)(C)NCCCC=C(C(=O)N)C